(2-{2-methyl-5-[(4-methyl-1,3-thiazol-5-yl)methoxy]-1-benzofuran-3-yl}-1,3-oxazol-5-yl)methanol CC=1OC2=C(C1C=1OC(=CN1)CO)C=C(C=C2)OCC2=C(N=CS2)C